CSC(CCO)CCC 3-(Methylthio)-1-hexanol